C[C@@H]1N(CC1=O)C(=O)OCC1=CC=CC=C1 benzyl (2S)-2-methyl-3-oxoazetidine-1-carboxylate